C(C1=CC=CC=C1)(=O)C1=CC=2C(=NOC2C(=O)NC=2SC(=NN2)SC)C=C1 5-benzoyl-N-(5-(methylsulfanyl)-1,3,4-thiadiazol-2-yl)benzo[c]isoxazole-3-carboxamide